4-phenylethylresorcinol C1(=CC=CC=C1)CCC1=C(C=C(O)C=C1)O